2-oxo-6-(trifluoromethyl)-N-(2-vinyl-9H-xanthen-9-yl)-1,2-dihydropyridine-3-carboxamide O=C1NC(=CC=C1C(=O)NC1C2=CC=CC=C2OC=2C=CC(=CC12)C=C)C(F)(F)F